FC(C(=O)O)(F)F.NC1=NC=CC(=C1Cl)SC1=CN=C(C=2N1C=NC2)N2CCC1(CC2)[C@@H](C=2N(N=C3C2CCC3)C1)N (S)-1'-(5-((2-amino-3-chloropyridin-4-yl)thio)imidazo[1,5-a]pyrazin-8-yl)-1,2,3,8-tetrahydro-6H-spiro[cyclopenta[d]pyrrolo[1,2-b]pyrazol-7,4'-piperidin]-8-amine (trifluoroacetate)